CC1(OB(OC1(C)C)C1=CC=C(C=C1)C=C1CCOCC1)C 4,4,5,5-tetramethyl-2-(4-((tetrahydro-4H-pyran-4-ylidene)methyl)phenyl)-1,3,2-dioxaborolane